C[C@@H]1CNCC=2N1N=C1C=C(C=CC21)C=2CC=NCC2 (R)-4-(4-methyl-1,2,3,4-tetrahydropyrazino[1,2-b]indazol-8-yl)-3,6-dihydropyridine